N1N=NC2=C1C=C(C=C2)C#CC2=C1C=C(N=CC1=C(N=C2)NC)NC(CCOCCCl)=O N-(5-((1H-benzo[d][1,2,3]triazol-6-yl)ethynyl)-8-(methylamino)-2,7-naphthyridin-3-yl)-3-(2-chloroethoxy)propanamide